p-xylyl bromide CC1=CC=C(C=C1)CBr